6-(4-fluoro-3-isopropyl-5-(6-(oxetan-3-yl)-2,6-diazaspiro[3.3]hept-2-yl)-1H-pyrrolo[2,3-c]pyridin-2-yl)-8-methoxy-[1,2,4]triazolo[1,5-a]pyridine FC1=C2C(=CN=C1N1CC3(C1)CN(C3)C3COC3)NC(=C2C(C)C)C=2C=C(C=3N(C2)N=CN3)OC